C1(CC1)OC(=O)N(C1(CC1)C1=CC(=C(C=C1)F)C(F)(F)F)C[C@H]1N(CCC1)C(=O)OC(C)(C)C tert-butyl (S)-2-(((cyclopropoxycarbonyl)(1-(4-fluoro-3-(trifluoromethyl)phenyl)cyclopropyl)amino)methyl)pyrrolidine-1-carboxylate